2,2-di-tert-butyl-6-phenylphenol C(C)(C)(C)C1(C(C(=CC=C1)C1=CC=CC=C1)O)C(C)(C)C